BrC=1C=CC2=C(CCC=3C(C=4C=CC=CC4NC23)=O)C1 3-bromo-6,12-dihydrobenzo[c]acridin-7(5H)-one